tert-butyl (3S,4S)-3-fluoro-4-[(6-imidazo[1,2-a]pyridin-3-yl-2-pyridyl)amino]pyrrolidine-1-carboxylate F[C@H]1CN(C[C@@H]1NC1=NC(=CC=C1)C1=CN=C2N1C=CC=C2)C(=O)OC(C)(C)C